ethyl 4-bromo-5-formyl-1-methylpyrrole-2-carboxylate BrC=1C=C(N(C1C=O)C)C(=O)OCC